N-(4-chlorobenzyl)-8-((1-(N-hydroxysulfamoyl)cyclopropyl)methoxy)-1-methyl-2-oxo-1,2-dihydropyrido[2,3-d]pyridazine-3-carboxamide ClC1=CC=C(CNC(=O)C2=CC=3C(=C(N=NC3)OCC3(CC3)S(NO)(=O)=O)N(C2=O)C)C=C1